eicosyl-behenylamine C(CCCCCCCCCCCCCCCCCCC)NCCCCCCCCCCCCCCCCCCCCCC